N(=C=O)C1CC(CC(C1)(C)C)(C)CN=C=O 1-Isocyanato-3-(isocyanatomethyl)-3,5,5-trimethylcyclohexan